CS(=O)C Di-methyl sulfoxide